AMINOBENZAZEPINE NC=1NC2=C(C=CC1)C=CC=C2